BrC1=C(C=C2C(C=NNC2=C1)=O)Cl 7-bromo-6-chlorocinnoline-4(1H)-one